5-([1,1'-biphenyl]-4-carboxamido)-2-(3-amino-4-fluorophenyl)-1H-imidazole-4-carboxamide C1(=CC=C(C=C1)C(=O)NC1=C(N=C(N1)C1=CC(=C(C=C1)F)N)C(=O)N)C1=CC=CC=C1